N-(4-[4-(morpholin-4-yl)piperidin-1-yl]phenyl)-5-chloro-4-(piperazin-1-yl)pyrimidin-2-amine N1(CCOCC1)C1CCN(CC1)C1=CC=C(C=C1)NC1=NC=C(C(=N1)N1CCNCC1)Cl